(S)-4-(4-Fluorobenzyl)-N-(5-methyl-7-((3-methyloxetan-3-yl)ethynyl)-4-oxo-2,3,4,5-tetrahydrobenzo[b][1,4]oxazepin-3-yl)-1H-pyrazol-1-carboxamid FC1=CC=C(CC=2C=NN(C2)C(=O)N[C@@H]2C(N(C3=C(OC2)C=CC(=C3)C#CC3(COC3)C)C)=O)C=C1